(9R)-9-[(1-methoxycyclopropyl)methyl]-3-(1H-pyrazol-4-yl)-2-thia-8,11-diazatricyclo[6.4.1.04,13]trideca-1(13),3-dien-12-one COC1(CC1)C[C@H]1N2CCCC3=C(SC(C(NC1)=O)=C32)C=3C=NNC3